CP(=O)(C)C1=C2C=CNC2=CC(=C1OC=1C=CC(=C(C1)C=1NC(=CN1)C(C)(O)C=1C=C(C=CC1)CCC(=O)OC)F)F Methyl 3-(3-(1-(2-(5-((4-(dimethylphosphoryl)-6-fluoro-1H-indol-5-yl)oxy)-2-fluorophenyl)-1H-imidazol-5-yl)-1-hydroxyethyl)phenyl)propanoate